1-(3-(5-amino-3-(2-chloro-4-((4-methoxypyridin-2-yl)oxy)phenyl)imidazo[1,5-c]pyrimidin-1-yl)piperidin-1-yl)but-2-yn-1-one NC1=NC=CC=2N1C(=NC2C2CN(CCC2)C(C#CC)=O)C2=C(C=C(C=C2)OC2=NC=CC(=C2)OC)Cl